1-(4-(3,4-dichlorophenyl)thiazol-2-yl)-3-methyl-1H-pyrazole-5-carboxylic acid methyl ester COC(=O)C1=CC(=NN1C=1SC=C(N1)C1=CC(=C(C=C1)Cl)Cl)C